5-isopropoxy-2,3-dihydro-1H-inden-1-one C(C)(C)OC=1C=C2CCC(C2=CC1)=O